COC=1C=C(C=CC1)[C@@H]1[C@@H](C1)C(=O)O (1R,2S)-2-(3-methoxyphenyl)cyclopropane-1-carboxylic acid